2-(4,4-difluoroazepan-1-yl)quinoline-3-carboxylic acid FC1(CCN(CCC1)C1=NC2=CC=CC=C2C=C1C(=O)O)F